din-amyl ether C(CCCC)OCCCCC